C1(=CC=CC=C1)CCCC[Si](Cl)(C)C 4-phenylbutyldimethylchlorosilane